C(C)(=O)N[C@H](C(=O)N[C@@H](CCC(=O)O)C(=O)OC(C)C)CC1=CNC2=CC=CC=C12 (S)-4-((S)-2-Acetamido-3-(1H-indol-3-yl)propanamido)-5-isopropoxy-5-oxopentanoic acid